OC=1C=C(C=CC1)C(\C=C\N1N=CC=C1)=O (E)-1-(3-hydroxyphenyl)-3-(1H-pyrazol-yl)prop-2-en-1-one